octamethyl-2,2'-bi(1,3,2-dioxaborolan) CC1(C(OB(O1)B1OC(C(O1)(C)C)(C)C)(C)C)C